COC(=O)C1=NN(C(=C1\C=C\C(=O)OC)C)COCC[Si](C)(C)C 4-[(1E)-3-methoxy-3-oxoprop-1-en-1-yl]-5-methyl-1-{[2-(trimethylsilyl)ethoxy]methyl}-1H-pyrazole-3-carboxylic acid methyl ester